ethyl 3-[1-(2-trimethylsilylethoxymethyl)indazol-7-yl]sulfanylpropanoate C[Si](CCOCN1N=CC2=CC=CC(=C12)SCCC(=O)OCC)(C)C